8-cyclopropyl-4-hydroxy-6-methyl-2-oxo-1,2-dihydro-1,7-naphthyridine-3-carboxylic acid C1(CC1)C=1N=C(C=C2C(=C(C(NC12)=O)C(=O)O)O)C